tert-Butyl trans-4-(2-(5-(3-chloro-6-(difluoromethyl)-2-fluorophenyl)pyridin-2-yl)-3-(2-methylcyclopropyl)propanamido)benzoate ClC=1C(=C(C(=CC1)C(F)F)C=1C=CC(=NC1)C(C(=O)NC1=CC=C(C(=O)OC(C)(C)C)C=C1)C[C@H]1[C@@H](C1)C)F